(E)-1-(N-methyl-pyrrol-2-yl)-3-(p-tolyl)prop-2-en-1-one potassium acetate potassium formate C(=O)[O-].[K+].C(C)(=O)[O-].[K+].CN1C(=CC=C1)C(\C=C\C1=CC=C(C=C1)C)=O